racemic-trans-3-aminocyclopentanol hydrochloride Cl.N[C@@H]1C[C@H](CC1)O |r|